COC(=O)C[C@H](O)[C@H](O)CO methoxy-2-deoxyribose